3-Methyl-2-methylene-3-buten-1-ol CC(C(CO)=C)=C